naphthylmelamine C1(=CC=CC2=CC=CC=C12)NC1=NC(=NC(=N1)N)N